C(C)C1=C(C=C(C(=C1)O)F)C1=CC=C2C(=NNC2=C1)C1=NC2=C(N1)CN(C2)C2N(CCC(C2)O)C(=O)N2C(CC(CC2)O)N2CC=1NC(=NC1C2)C2=NNC1=CC(=CC=C21)C2=C(C=C(C(=C2)F)O)CC (2-(6-(2-ethyl-5-fluoro-4-hydroxyphenyl)-1H-indazol-3-yl)-4,6-dihydropyrrolo[3,4-d]imidazol-5(1H)-yl)(4-hydroxylpiperidin-1-yl)ketone